CN(C=NNC(=O)C1N(CC2C1CCC2)C2=NC(=CC(=C2)C(F)(F)F)C)C N,N-dimethyl-N'-(2-(6-methyl-4-(trifluoromethyl)pyridin-2-yl)octahydrocyclopenta[c]pyrrole-1-carbonyl)formohydrazonamide